C(C)(=O)OC\C=C\CCCCCC TRANS-2-NONENYL ACETATE